C1N(CC12CNC2)C2=NC=C(C=N2)C=2C=C1C(=NC2)NC=C1C(=O)C=1C(=C(C=CC1F)NS(=O)(=O)N1CCCC1)F N-[3-[5-[2-(2,6-Diazaspiro[3.3]heptan-2-yl)pyrimidin-5-yl]-1H-pyrrolo[2,3-b]pyridine-3-carbonyl]-2,4-difluoro-phenyl]pyrrolidine-1-sulfonamide